FC1=CC=C(C=C1)NC(=O)C1=CC=2C(=NC=CC2C(F)(F)F)S1 N-(4-fluorophenyl)-4-(trifluoromethyl)thieno[2,3-b]pyridine-2-carboxamide